ClC=1C=C(C(=C(COS(=O)(=O)C)C1)S(N[C@@H](C(C)C1=C(C(=CC=C1F)C)C)C=1OC(NN1)=O)(=O)=O)OC Methanesulfonic acid 5-chloro-2-(N-((1S)-2-(6-fluoro-2,3-dimethylphenyl)-1-(5-oxo-4,5-dihydro-1,3,4-oxadiazol-2-yl) propyl) sulfamoyl)-3-methoxybenzyl ester